OC1=NC2=CC=CC=C2C=C1C1=CN=C(N1)[C@H](CCCCCC(CC)=O)NC(=O)C1CC12CCN(CC2)C N-((S)-1-(5-(2-Hydroxychinolin-3-yl)-1H-imidazol-2-yl)-7-oxononyl)-6-methyl-6-azaspiro[2.5]octan-1-carboxamid